ClC=1C=C(C=CC1Cl)C=1N=C(SC1SC(C)C)N1N=C(C(=C1C(=O)O)C1=CC(=CC(=C1)C)N(C)C)C 1-(4-(3,4-dichlorophenyl)-5-(isopropylsulfanyl)thiazol-2-yl)-4-(3-(dimethylamino)-5-methylphenyl)-3-methyl-1H-pyrazole-5-carboxylic acid